C1(CC1)C1=NC=C2N1CCN(C2)C(=O)OC(C)(C)C tert-Butyl 3-Cyclopropyl-5,6-dihydroimidazo[1,5-a]pyrazine-7(8H)-carboxylate